NC1=NNC2=CC=C(C=C12)C1=CC(=NC=C1)NC=1C=C(C(=O)N)C=CC1 3-((4-(3-amino-1H-indazol-5-yl)pyridine-2-yl)amino)benzamide